C(C)OC1=CC=CC=2NC=NC21 4-ethoxy-1H-benzimidazole